2-methoxyethyl (1S,2R,5R)-2-(hydroxycarbamoyl)-3-((6-((2-methoxypyrimidin-5-yl)oxy)pyridin-3-yl)sulfonyl)-3,8-diazabicyclo[3.2.1]octane-8-carboxylate ONC(=O)[C@H]1[C@@H]2CC[C@H](CN1S(=O)(=O)C=1C=NC(=CC1)OC=1C=NC(=NC1)OC)N2C(=O)OCCOC